NC=1C=2N(C=C(N1)C)C(=NC2C=2C(=CC(=NC2)NC(C(O)C2=CC(=CC=C2)F)=O)C)C([2H])([2H])[2H] N-[5-[8-amino-6-methyl-3-(trideuteriomethyl)imidazo[1,5-a]pyrazin-1-yl]-4-methyl-2-pyridyl]-2-(3-fluorophenyl)-2-hydroxy-acetamide